4,5-dicyano-2-(trifluoromethyl)imidazolate C(#N)C=1N=C([N-]C1C#N)C(F)(F)F